1-(3-cyano-4-fluorophenyl)-5-(trifluoromethyl)-1H-pyrazole-4-carboxamide C(#N)C=1C=C(C=CC1F)N1N=CC(=C1C(F)(F)F)C(=O)N